CC(C(CCC=1N=NN(C1)[C@H](C(=O)N1[C@@H](C[C@H](C1)O)C(=O)NC)C(C)(C)C)=O)(C)C (2S,4R)-1-[(2S)-2-[4-(4,4-dimethyl-3-oxo-pentyl)triazol-1-yl]-3,3-dimethyl-butanoyl]-4-hydroxy-N-methyl-pyrrolidine-2-carboxamide